C(C=C)(=O)NC1=CC=C(C=C1)C1=NN2N=CN=C(C2=C1C1=CC(=C(C(=O)NC2CCC2)C=C1)C)N 4-(6-(4-acrylamidophenyl)-4-aminopyrazolo[5,1-f][1,2,4]triazin-5-yl)-N-cyclobutyl-2-methylbenzamide